NC1=C(N=CC(=N1)N1CCC2([C@@H]([C@@H](OC2)CC)N)CC1)SC1=C(C(=NC=C1)N)Cl (3S,4S)-8-(6-amino-5-((2-amino-3-chloropyridin-4-yl)thio)pyrazin-2-yl)-3-ethyl-2-oxa-8-azaspiro[4.5]decan-4-amine